2-chloropropenol ClC(=CO)C